C(C)C1=CC=C(\C=C/2\C(C=3C=CC(=CC3CC2)C(=O)O)=O)C=C1 (E)-6-(4-ethylbenzylidene)-5-oxo-5,6,7,8-tetrahydronaphthalene-2-carboxylic acid